1-[(2S)-2-methyl-3-mercapto-1-oxopropyl]-L-proline C[C@@H](C(=O)N1[C@@H](CCC1)C(=O)O)CS